FC1=CC=C2CCO[C@@H](C2=C1)CNC (S)-1-(7-fluoroisochroman-1-yl)-N-methyl-methylamine